[N+](=O)([O-])C=1C=C(C=CC1OCC1N(CCOC1)C1CCOCC1)S(=O)(=O)NC(C1=C(C=CC=C1)OC=1C=C2C(=NC1)NC=C2)=O N-({3-nitro-4-[(4-tetrahydro-2H-pyran-4-ylmorpholin-3-yl)methoxy]phenyl}sulfonyl)-2-(1H-pyrrolo[2,3-b]pyridin-5-yloxy)benzamide